N1=CN=C2N=CNC2=C1NC(C(C)C)C1=NC2=CC=CC(=C2C(N1C1=CC=CC=C1)=O)Cl (1-((7H-purin-6-yl)amino)-2-methylpropyl)-5-chloro-3-phenylquinazolin-4(3H)-one